(S)-6-(1-(5-((dimethylamino)methyl)-7-((2-(methylamino)-1H-imidazol-1-yl)methyl)-1-oxo-3,4-dihydroisoquinolin-2(1H)-yl)ethyl)-4-ethoxynicotinonitrile CN(C)CC1=C2CCN(C(C2=CC(=C1)CN1C(=NC=C1)NC)=O)[C@@H](C)C1=NC=C(C#N)C(=C1)OCC